ClCC1=CN2CCC1CC2 3-chloromethyl-1-azabicyclo[2.2.2]oct-2-ene